COC=1N=C2C(=C3C(=NC2=CC1OCCCN1CCCC1)CCC3)NC3CCN(CC3)C(C)C N-{2-methoxy-3-[3-(pyrrolidin-1-yl)propoxy]-6H,7H,8H-cyclopenta[b]1,5-naphthyridin-9-yl}-1-(propan-2-yl)piperidin-4-amine